(3aS,4S,6aS)-2,2-dimethyl-tetrahydrofurano[3,4-d][1,3]dioxol-4-yl acetate C(C)(=O)O[C@@H]1OC[C@@H]2OC(O[C@@H]21)(C)C